(S)-6-(((tert-butyldimethylsilyl)oxy)methyl)-5-azaspiro[2.4]heptane [Si](C)(C)(C(C)(C)C)OC[C@H]1NCC2(CC2)C1